(3s,7as)-3-(methoxymethyl)tetrahydro-1H-pyrrolizine tert-butyl-(S)-2-amino-2-((S)-3-oxocyclohexyl)acetate C(C)(C)(C)OC([C@H]([C@@H]1CC(CCC1)=O)N)=O.COC[C@@H]1CCC2=CCCN12